3-(2,4-difluorophenoxy)-5'-(pyrazin-2-yl)tetrahydro-3'H-spiro[cyclobutane-1,2'-pyrrolo[2,1-b]oxazol]-3'-one FC1=C(OC2CC3(C(N4C(O3)CCC4C4=NC=CN=C4)=O)C2)C=CC(=C1)F